3-(4-chlorophenyl)-1-ethyl-5-methyl-6-(propylthio)-3,5-dihydroimidazo[4,5-c][1,2]thiazine-4(1H)-one 2,2-dioxide ClC1=CC=C(C=C1)C1C(C2=C(N(S1(=O)=O)CC)N=C(N2C)SCCC)=O